C(=O)(O)C=1N=C2C(NC(=NC2=NC1)N)=O 6-Carboxypterin